4-hydroxy-3,5-diisopropyl-benzaldehyde OC1=C(C=C(C=O)C=C1C(C)C)C(C)C